4-({3-[(1-cyanocyclopropyl)carbamoyl]phenyl}amino)-3-cyclopropyl-5-fluoro-N-[imidazolidin-2-ylidene]benzamide C(#N)C1(CC1)NC(=O)C=1C=C(C=CC1)NC1=C(C=C(C(=O)N=C2NCCN2)C=C1F)C1CC1